COC(=O)C=1N=C2C(=NC1)N(C(=C2)C2CCN(CC2)C(C)=O)C 6-(1-acetylpiperidin-4-yl)-5-methyl-5H-pyrrolo[2,3-b]Pyrazine-2-carboxylic acid methyl ester